FC(C=1C=C(C(=O)N[C@@H](C)C2=NC(=NN2C=2N=CC(=NC2)C(=O)OC)C2CC2)C=C(C1)C(F)(F)F)(F)F methyl 5-(5-{(1S)-1-[3,5-bis(trifluoromethyl)benzamido] ethyl}-3-cyclopropyl-1H-1,2,4-triazol-1-yl)pyrazine-2-carboxylate